methyl (R)-3-azido-4-(naphthalen-2-yl)butanoate N(=[N+]=[N-])[C@@H](CC(=O)OC)CC1=CC2=CC=CC=C2C=C1